FC(OC1=C(C=CC=C1)CC(=O)N)(F)F 2-(2-(trifluoromethoxy)phenyl)acetamide